[8-(2-chlorophenyl)-9-(4-chlorophenyl)-2-[4-(hydroxymethyl)imidazol-1-yl]purin-6-yl]-4-methyl-piperidine-4-carboxamide ClC1=C(C=CC=C1)C=1N(C2=NC(=NC(=C2N1)N1CCC(CC1)(C(=O)N)C)N1C=NC(=C1)CO)C1=CC=C(C=C1)Cl